COC=1C=C(OC=2C=C(N)C=C(C2)OC2=CC(=C(C=C2)N)OC)C=CC1N 3,5-di(3-methoxy-4-aminophenoxy)aniline